(1R,5S,6s)-N-ethyl-N-(2,2,2-trifluoroethyl)-3-azabicyclo[3.1.0]hexan-6-amine hydrochloride salt Cl.C(C)N(C1[C@@H]2CNC[C@H]12)CC(F)(F)F